tert-Butyl 4-(((8-methyl-4-oxo-3,4-dihydroquinazolin-2-yl)methyl)thio)azepane-1-carboxylate CC=1C=CC=C2C(NC(=NC12)CSC1CCN(CCC1)C(=O)OC(C)(C)C)=O